C[C@]12C[C@@H]([C@H]3[C@H]([C@@H]1CC[C@@]2(C(=O)OCCl)O)CCC4=CC(=O)C=C[C@]34C)O The molecule is an 11beta-hydroxy steroid, a 17alpha-hydroxy steroid, an androstanoid, an organochlorine compound, a steroid acid ester and a 3-oxo-Delta(1),Delta(4)-steroid. It has a role as an antilipemic drug.